O1C(=CC=C1)CNC=1C2=C(N=CN1)NC=C2C2=CC=CC=C2 N-(2-FURYLMETHYL)-5-PHENYL-7H-PYRROLO[2,3-D]PYRIMIDIN-4-AMINE